octadecyl-trimethyl-ammonium methyl-carbonate COC([O-])=O.C(CCCCCCCCCCCCCCCCC)[N+](C)(C)C